OC=1C=C2CC[C@@H]([C@@H](C2=CC1)C1=CC=C(OCCCCN2CCN(CC2)CCOC2=CC=C3C(=NN(C3=C2)C)C2C(NC(CC2)=O)=O)C=C1)C1=CC=CC=C1 3-(6-(2-(4-(4-(4-((1R,2S)-6-hydroxy-2-phenyl-1,2,3,4-tetrahydronaphthalen-1-yl)phenoxy)butyl)piperazin-1-yl)ethoxy)-1-methyl-1H-indazol-3-yl)piperidine-2,6-dione